BrN1C2(N3C(=C(C=CC3=O)C)C1=O)CC1(CC2)CCCC1 bromo-8''-methyl-2''H-dispiro[cyclopentane-1,1'-cyclopentane-3',3''-imidazo[1,5-a]pyridin]-1'',5''-dione